C(C1=CC=CC=C1)S(=O)(=O)NC(=O)C=1N=NC(=CC1)N1CCN(CC1)C(=O)C=1C=NC=C(C1)C#CC=1C=NC=C(C1)O N-benzylsulfonyl-6-[4-[5-[2-(5-hydroxypyridine-3-yl)ethynyl]pyridine-3-carbonyl]Piperazine-1-yl]Pyridazine-3-carboxamide